C1(CCC1)(C(=O)OCC)C(=O)OCC 1,1-cyclobutanedicarboxylic acid, 1,1-diethyl ester